C(CC=C)CP(O)(=O)CC#C 3-butenyl-methyl-(2-propynyl)phosphinic acid